FC(C(=O)O)(F)F.FC(OCC=1[C@@H]([C@@H]([C@H]([C@@H](C1)NCCC1=CC=C(C=C1)C(F)(F)F)O)O)O)F (1S,2S,3S,6R)-4-((difluoromethoxy)methyl)-6-((4-(trifluoromethyl)phenethyl)amino)cyclohex-4-ene-1,2,3-triol 2,2,2-trifluoroacetate